FC(OC1=CC=CC=2C(N([C@H]3C=4N([C@@H](C21)C3)C3=C(N4)C=CC(=C3)C#CCCNC(=O)C3CC3)C([2H])([2H])[2H])=O)F N-(4-((7R,14R)-1-(difluoromethoxy)-6-(methyl-d3)-5-oxo-5,6,7,14-tetrahydro-7,14-methanobenzo[f]benzo[4,5]imidazo[1,2-a][1,4]diazocin-11-yl)but-3-yn-1-yl)cyclopropanecarboxamide